FC=1C(=C2CCCC(C2=CC1)N(C(OC(C)(C)C)=O)C)B1OC(C(O1)(C)C)(C)C tert-Butyl 6-fluoro-5-(4,4,5,5-tetramethyl-1,3,2-dioxaborolan-2-yl)-1,2,3,4-tetrahydronaphthalen-1-yl(methyl)carbamate